(S)-N-(5-(1-(tert-butyl)-1H-pyrazol-4-yl)pyridin-2-yl)-2-((2-(4-cyanophenyl)propyl)amino)-2-phenylacetamide C(C)(C)(C)N1N=CC(=C1)C=1C=CC(=NC1)NC([C@H](C1=CC=CC=C1)NCC(C)C1=CC=C(C=C1)C#N)=O